(2-bromopyridin-4-yl)methanamine BrC1=NC=CC(=C1)CN